1-(4-trifluoromethylphenyl)-3-phenyl-prop-2-yne-1-one-O-methyloxime CON=C(C#CC1=CC=CC=C1)C1=CC=C(C=C1)C(F)(F)F